C[C@@H]1CN(C[C@@H](N1C)C)C(=O)Cl (3R,5S)-3,4,5-trimethylpiperazin-1-carbonyl chloride